1-(4-(tert-butoxy)-4-oxobutyl)-4-(ethoxycarbonyl)piperidine-1-oxide C(C)(C)(C)OC(CCC[N+]1(CCC(CC1)C(=O)OCC)[O-])=O